ClC=1C(=NC(=NC1)NC=1C=C(C=NC1)N1C(CCC1)=O)C1CN(CCC1)C(=O)C1CCCC1 1-(5-((5-chloro-4-(1-(cyclopentanecarbonyl)piperidin-3-yl)pyrimidin-2-yl)amino)pyridin-3-yl)pyrrolidin-2-one